N-(4-(Cyclopropylmethoxy)phenyl)-5-(5,6-diaminopyridin-2-yl)-2-fluorobenzamide C1(CC1)COC1=CC=C(C=C1)NC(C1=C(C=CC(=C1)C1=NC(=C(C=C1)N)N)F)=O